Kalium metabisulfit S(=O)(=O)([O-])S(=O)[O-].[K+].[K+]